(E)-3,5-difluoro-4-(2-nitrovinyl)phenol FC=1C=C(C=C(C1\C=C\[N+](=O)[O-])F)O